CC1=C(C2=CC=CC=C2C=C1)NCC(=O)O (N-(methylnaphthyl)glycine)